6-Oxoundecane-1,11-diyl bis(2-hexyldecanoate) C(CCCCC)C(C(=O)OCCCCCC(CCCCCOC(C(CCCCCCCC)CCCCCC)=O)=O)CCCCCCCC